NC=1C=CC(=C2CN(C(C12)=O)CC(C#N)=C)C=1C=C2C(=NNC2=CC1)C=1C=NC=C(C1)OC 2-({7-amino-4-[3-(5-methoxypyridin-3-yl)-1H-indazol-5-yl]-1-oxo-2,3-dihydro-1H-isoindol-2-yl}methyl)prop-2-enenitrile